C[C@@H]1CN(CCC1)CC=1C=C(C=2N(C1)C=CN2)C(=O)O (S)-6-((3-methylpiperidin-1-yl)methyl)imidazo[1,2-a]pyridine-8-carboxylic acid